FC(C(=O)O)(F)F.C(C)N(CCCNC(O[C@H]1[C@H](NC[C@@H]1O)CC1=CC=C(C=C1)OC)=O)CC (2R,3S,4S)-4-hydroxy-2-[(4-methoxyphenyl)methyl]pyrrolidin-3-yl N-[3-(diethylamino)propyl]carbamate trifluoroacetic acid salt